FC1=C(C(=CC=C1)F)N1N=C(C2=CC=CC=C2C1=O)C=1C=C(C=CC1)S(=O)(=O)NC 3-(3-(2,6-difluorophenyl)-4-oxo-3,4-dihydrophthalazin-1-yl)-N-methylbenzenesulfonamide